N1=C(C=NC=C1)C=1C=C(C=O)C=CC1 3-(pyrazin-2-yl)benzaldehyde